5-hydroxy-2-(4-dimethylaminophenyl)-5-(trifluoromethyl)-4,5-dihydrofuran-3-carbonitrile OC1(CC(=C(O1)C1=CC=C(C=C1)N(C)C)C#N)C(F)(F)F